C1CC12[C@H](CNCC2)OC=2C=C1COC(C1=CC2)=O (R)-5-((6-azaspiro[2.5]oct-4-yl)oxy)isobenzofuran-1(3H)-one